3-fluoro-N-(1H-imidazol-4-ylmethyl)-5-nitroaniline FC=1C=C(NCC=2N=CNC2)C=C(C1)[N+](=O)[O-]